Cl[Ni]Cl bischloronickel